C(CCC[N+]12CCN(CC1)CC2)[N+]21CCN(CC2)CC1 1,1'-(butane-1,4-diyl)bis[4-aza-1-azoniabicyclo[2.2.2]octane]